ClC1=CNC=2N=C(C=C(C21)NCC)NC2=C(C=C(C=C2)S(=O)(=O)N2CCOCC2)OC 3-chloro-N4-ethyl-N6-(2-methoxy-4-(morpholinosulfonyl)phenyl)-1H-pyrrolo[2,3-b]pyridine-4,6-diamine